ClC=1C=C(C=C2C(=C(C=NC12)C#N)N[C@H](CCO)C1=CC=CC=C1)[N+](=O)[O-] (R)-8-chloro-4-((3-hydroxy-1-phenylpropyl)amino)-6-nitroquinoline-3-carbonitrile